1-formyl-naphthalene C(=O)C1=CC=CC2=CC=CC=C12